6-(4-hydroxy-6-methoxy-7-methyl-3-oxo-1H-2-benzofuran-5-yl)-4-methylhex-4-enoic acid OC1=C(C(=C(C=2COC(C21)=O)C)OC)CC=C(CCC(=O)O)C